CC1=C(C=CC=C1)S(=O)(=O)N1N=C(C=C1)C(=O)NCC1=NC(=NO1)C 1-(2-methylbenzene-1-sulfonyl)-N-[(3-methyl-1,2,4-oxadiazol-5-yl)methyl]-1H-pyrazole-3-carboxamide